C(CCCCCCCC(=O)OC)(=O)OC 1,9-dimethyl azelate